C(C)OC(=O)C1=NC(=C(N=C1N1CCC(CC1)(C)N)C)SC1=C(C(=NC=C1)N)Cl ((2-amino-3-chloropyridin-4-yl)thio)-3-(4-amino-4-methylpiperidin-1-yl)-5-methylpyrazine-2-carboxylic acid ethyl ester